(4R)-4-{[(2R,3R,5R,6S)-3,5-bis[(tert-butyldimethylsilyl)oxy]-6-methyloxyoxan-2-yl]oxy}valeraldehyde [Si](C)(C)(C(C)(C)C)O[C@H]1[C@@H](O[C@@H]([C@@H](C1)O[Si](C)(C)C(C)(C)C)OC)O[C@@H](CCC=O)C